N-(4-trifluoromethylphenyl)-3,6-bis(4-hydroxybenzoyl)carbazole FC(C1=CC=C(C=C1)N1C2=CC=C(C=C2C=2C=C(C=CC12)C(C1=CC=C(C=C1)O)=O)C(C1=CC=C(C=C1)O)=O)(F)F